COC=1C=C2CCN3C(C2=CC1OC)CC(CC3)O 9,10-dimethoxy-1,3,4,6,7,11b-hexahydro-2H-pyrido[2,1-a]isoquinol-2-ol